COC1=NN(C=C1[N+](=O)[O-])CC(C)(O)C 1-(3-methoxy-4-nitro-pyrazol-1-yl)-2-methyl-propan-2-ol